C(C1=CC=CC=C1)OC=1C=2N(C=CC1C=1C=NN(C1)C(C)OCC)N=C(N2)N 8-(benzyloxy)-7-(1-(1-ethoxyethyl)-1H-pyrazol-4-yl)-[1,2,4]triazolo[1,5-a]pyridin-2-amine